2-bromo-3-fluoro-4-((2-methoxyethyl)(methyl)amino)-benzonitrile BrC1=C(C#N)C=CC(=C1F)N(C)CCOC